FC(C=1C=NC=C(C(=O)NC2=C(N=NS2)C(=O)N)C1)(F)F 5-(5-(trifluoromethyl)nicotinamido)-1,2,3-thiadiazole-4-carboxamide